(R)-7-(6-(1-(2,2-difluoro-1-(4-fluoro-phenyl)propyl)-1H-pyrazol-4-yl)pyrazin-2-yl)-6,8-difluoro-[1,2,4]triazolo[1,5-a]-pyridin-2-amine FC([C@@H](C1=CC=C(C=C1)F)N1N=CC(=C1)C1=CN=CC(=N1)C1=C(C=2N(C=C1F)N=C(N2)N)F)(C)F